1-[3-methoxy-5-(trifluoromethyl)pyridin-2-yl]cyclopropane-1-carboxylic acid COC=1C(=NC=C(C1)C(F)(F)F)C1(CC1)C(=O)O